ethyl 1-benzyl-1H-pyrazole-3-carboxylate C(C1=CC=CC=C1)N1N=C(C=C1)C(=O)OCC